2-chloro-N-(1-cyanocyclopropyl)-5-[1-[4-(difluoromethoxy)-2-methyl-5-[1,2,2,2-tetrafluoro-1-(trifluoromethyl)ethyl]pyrazol-3-yl]pyrazol-4-yl]-N-isopropyl-benzamide ClC1=C(C(=O)N(C(C)C)C2(CC2)C#N)C=C(C=C1)C=1C=NN(C1)C=1N(N=C(C1OC(F)F)C(C(F)(F)F)(C(F)(F)F)F)C